4-(4-(benzo[d]thiazol-2-ylcarbamoyl)benzyl)-N-(4-fluorophenyl)piperazine-1-carboxamide S1C(=NC2=C1C=CC=C2)NC(=O)C2=CC=C(CN1CCN(CC1)C(=O)NC1=CC=C(C=C1)F)C=C2